CN1C=[N+](C=C1)C1=CC=CC=C1 1-methyl-3-phenyl-1H-imidazolium